((E)-2-(Dimethylamino)-1-(4-methylsulfonylbenzoyl)vinyloxy)benzonitrile CN(/C=C(/OC1=C(C#N)C=CC=C1)\C(C1=CC=C(C=C1)S(=O)(=O)C)=O)C